1,1-Di(t-butylperoxy)-2-methylcyclohexane C(C)(C)(C)OOC1(C(CCCC1)C)OOC(C)(C)C